alpha-formyl-benzeneacetic acid C(=O)C(C(=O)O)C1=CC=CC=C1